FC([C@@H]1N(CCOC1)C#N)(F)F (R)-3-(trifluoromethyl)morpholine-4-carbonitrile